C(CCCCCCCCCCC)NCCN N-dodecylethane-1,2-diamine